F[C@H]\1[C@@]2(CCC[C@](C/C1=C\C1=CN=C(N=N1)C1=C(C=C(C=C1)N1C=NC=C1)O)(N2)C)C 2-(6-((E)-((1S,2R,5R)-2-fluoro-1,5-dimethyl-9-azabicyclo[3.3.1]nonan-3-ylidene)methyl)-1,2,4-triazin-3-yl)-5-(1H-imidazol-1-yl)phenol